5-chloro-1'-(2-{7-fluoro-1-[(cis)-3-hydroxy-3-methylcyclobutyl]-1H-indazol-5-yloxy}ethyl)spiro[indoline-3,4'-piperidin]-2-one ClC=1C=C2C(=CC1)NC(C21CCN(CC1)CCOC=1C=C2C=NN(C2=C(C1)F)C1CC(C1)(C)O)=O